Triphenylamine Triboron [B].[B].[B].C1(=CC=CC=C1)N(C1=CC=CC=C1)C1=CC=CC=C1